4-[[2-fluoro-6-[3-fluoro-2-methoxy-4-(trifluoromethoxy)phenoxy]-3-(trifluoromethyl)benzoyl]amino]pyridine-2-carboxamide FC1=C(C(=O)NC2=CC(=NC=C2)C(=O)N)C(=CC=C1C(F)(F)F)OC1=C(C(=C(C=C1)OC(F)(F)F)F)OC